nitrohydroxypyrimidine [N+](=O)([O-])C1=NC(=NC=C1)O